t-butylphosphonium C(C)(C)(C)[PH3+]